BrC1=NC(=CC(=C1)C1(CC(C1)C)C(=O)OC)OC(F)F methyl 1-(2-bromo-6-(difluoromethoxy)pyridin-4-yl)-3-methylcyclobutane-1-carboxylate